(1S,2R,4S)-4-ethyl-2-(hydroxymethyl)-2-(methoxymethyl)quinuclidin-3-one (2,3-dimethyl-1-((1-((2-methylpyrimidin-5-yl)amino)isoquinolin-6-yl)oxy)butan-2-yl)carbamate CC(COC=1C=C2C=CN=C(C2=CC1)NC=1C=NC(=NC1)C)(C(C)C)NC(O)=O.C(C)C12C([C@](N(CC1)CC2)(COC)CO)=O